N1C=C(C2=CC=CC=C12)C1=CC(=NC=N1)NC=1C=C(C=CC1)NC(CCCCCC#CC1=C2C(N(C(C2=CC=C1)=O)C1C(NC(CC1)=O)=O)=O)=O N-(3-((6-(1H-indol-3-yl)pyrimidin-4-yl)amino)phenyl)-8-(2-(2,6-dioxopiperidin-3-yl)-1,3-dioxoisoindolin-4-yl)oct-7-ynamide